(Z)-(3s,5r)-3-aminomethyl-5-methyl-oct-6-enoic acid NC[C@H](CC(=O)O)C[C@H](\C=C/C)C